2-fluoro-6-isopropylaniline FC1=C(N)C(=CC=C1)C(C)C